((3R,5R)-3-amino-5-fluoropiperidin-1-yl)(2-(1-(cyclopropylmethyl)-1H-pyrrolo[2,3-b]pyridin-2-yl)-3-(2-hydroxyethyl)-4-methoxybenzofuran-6-yl)methanone N[C@H]1CN(C[C@@H](C1)F)C(=O)C1=CC2=C(C(=C(O2)C2=CC=3C(=NC=CC3)N2CC2CC2)CCO)C(=C1)OC